ClC1=CC=C(C=C1)[C@H](N1CCNCC1)C1=CC=CC=C1 |r| racemic-1-((4-chlorophenyl)(phenyl)methyl)piperazine